ClC1=C(C(=O)O)C(=CC=C1)F 2-chloro-6-fluorobenzoic acid